F[C@@H]1CN(C[C@@H]1F)C=1C=C2C(=CC=NC2=CC1)C(=O)OC(C)(C)C tert-Butyl 6-((3R,4S)-3,4-difluoropyrrolidin-1-yl)quinoline-4-carboxylate